C(#N)C=1C(=CC2=C(OCCO2)C1)CCNC1=CC(=NC=N1)C1=CC(=CS1)OCC 5-{6-[2-(7-Cyano-2,3-dihydro-benzo[1,4]dioxin-6-yl)-ethylamino]-pyrimidin-4-yl}-3-ethoxy-thiophene